(2S,3S)-2-((((9H-fluoren-9-yl)methoxy)carbonyl)amino)-3-(4-(tert-butoxycarbonyl)phenyl)butanoic acid C1=CC=CC=2C3=CC=CC=C3C(C12)COC(=O)N[C@H](C(=O)O)[C@@H](C)C1=CC=C(C=C1)C(=O)OC(C)(C)C